ClC1=C(C2=C(S(N(CO2)[C@@H](C(C)C2=C(C(=CC=C2F)C)C)C2=NNC(O2)=O)(=O)=O)C=C1)C 5-((1S)-1-(6-chloro-5-methyl-1,1-dioxidobenzo[e][1,4,3]oxathiazin-2(3H)-yl)-2-(6-fluoro-2,3-dimethylphenyl)propyl)-1,3,4-oxadiazol-2(3H)-one